ClC1=CC=C(C(=C1C#N)C)I 6-chloro-3-iodo-2-methyl-benzonitrile